4-(3,4-dihydroisoquinolin-1-yl)-5-methyl-2-methylidenehexanoic acid methyl ester COC(C(CC(C(C)C)C1=NCCC2=CC=CC=C12)=C)=O